CC1=C2CCCC(C2=CC=C1)=O 5-methyl-3,4-dihydronaphthalen-1(2H)-one